3-(4-thienyl-phenyl)-quinolin S1C(=CC=C1)C1=CC=C(C=C1)C=1C=NC2=CC=CC=C2C1